2-(tert-butoxy)-N-methyl-N-(2-oxo-2-((6-(trifluoromethoxy)benzo[d]thiazol-2-yl)amino)ethyl)acetamide C(C)(C)(C)OCC(=O)N(CC(NC=1SC2=C(N1)C=CC(=C2)OC(F)(F)F)=O)C